N-(tert-butyl)-3-(5'-(dimethylphosphoryl)spiro[cyclohexane-1,3'-indoline]-1'-carbonyl)benzenesulfonamide C(C)(C)(C)NS(=O)(=O)C1=CC(=CC=C1)C(=O)N1CC2(C3=CC(=CC=C13)P(=O)(C)C)CCCCC2